5-chloro-1'-(2-{[2-(dimethylamino)pyrimidin-5-yl]oxy}ethyl)-1,2-dihydrospiro[indole-3,4'-piperidin]-2-one ClC=1C=C2C(=CC1)NC(C21CCN(CC1)CCOC=1C=NC(=NC1)N(C)C)=O